N-[(1S)-2-[[(1S)-2-amino-2-oxo-1-[(2-oxo-1-piperidyl)methyl]ethyl]amino]-1-(cyclopropylmethyl)-2-oxo-ethyl]-1H-indole-2-carboxamide NC([C@H](CN1C(CCCC1)=O)NC([C@H](CC1CC1)NC(=O)C=1NC2=CC=CC=C2C1)=O)=O